O=C1N(C(CC1)=O)OC(=O)O[C@@H]1CN(CC1)C(=O)OC(C)(C)C tert-butyl (S)-3-((((2,5-dioxopyrrolidin-1-yl)oxy)carbonyl)oxy)pyrrolidine-1-carboxylate